2-((S)-1-acryloyl-4-(7-((3-hydroxynaphthalen-1-yl)methyl)-5-methyl-2-(((S)-1-methylpyrrolidin-2-yl)methoxy)-5H-pyrrolo[3,2-d]pyrimidin-4-yl)piperazin-2-yl)acetonitrile C(C=C)(=O)N1[C@H](CN(CC1)C=1C2=C(N=C(N1)OC[C@H]1N(CCC1)C)C(=CN2C)CC2=CC(=CC1=CC=CC=C21)O)CC#N